BrC=1N=C2N(N=CC(=C2N2CC3CCC(C2)N3C(=O)OC(C)(C)C)F)C1 tert-butyl 3-(2-bromo-7-fluoroimidazo[1,2-b]pyridazin-8-yl)-3,8-diazabicyclo[3.2.1]octane-8-carboxylate